6-[(3S)-3-(cyanomethyl)piperazin-1-yl]-N-(3-hydroxy-1-naphthyl)-2-[2-(1-methylpyrrolidin-2-yl)ethylamino]pyrimidine-4-carboxamide C(#N)C[C@H]1CN(CCN1)C1=CC(=NC(=N1)NCCC1N(CCC1)C)C(=O)NC1=CC(=CC2=CC=CC=C12)O